(R)-N-(6-methyl-5-(7-(methylamino)-1,6-naphthyridin-3-yl)pyridin-3-yl)-5-(2,2,2-trifluoro-1-hydroxyethyl)nicotinamide CC1=C(C=C(C=N1)NC(C1=CN=CC(=C1)[C@H](C(F)(F)F)O)=O)C=1C=NC2=CC(=NC=C2C1)NC